p-(benzyloxy)benzyl alcohol C(C1=CC=CC=C1)OC1=CC=C(CO)C=C1